(R)-3,4-dichloro-N-(3-(1-((2-chloropyrimidin-5-yl)amino)-1-oxopropan-2-yl)bicyclo[1.1.1]pentan-1-yl)benzamide ClC=1C=C(C(=O)NC23CC(C2)(C3)[C@H](C(=O)NC=3C=NC(=NC3)Cl)C)C=CC1Cl